(1-[(2,4-xylyl)azo])-2-naphthol C1(=C(C=C(C=C1)C)C)N=NC1=C(C=CC2=CC=CC=C12)O